4-fluoro-2-(2-fluoro-4-iodoanilino)-5-[[3-fluoro-2-(methylsulfonamido)pyridin-4-yl]methyl]benzamide FC1=CC(=C(C(=O)N)C=C1CC1=C(C(=NC=C1)NS(=O)(=O)C)F)NC1=C(C=C(C=C1)I)F